N=C(C1=CC=C(C=C1)CNC([C@H](C)NC(=O)C=1NC=C(C1)C1=CC=CC2=CC=CC=C12)=O)NC(OCC1=CC=CC=C1)=O Benzyl (S)-(imino(4-((2-(4-(naphthalen-1-yl)-1H-pyrrole-2-carboxamido)propanamido)methyl)phenyl)methyl)carbamate